(9H-fluoren-9-yl)methyl (2-(((2-aminoethoxy)methyl)amino)-2-oxoethyl)carbamate NCCOCNC(CNC(OCC1C2=CC=CC=C2C=2C=CC=CC12)=O)=O